N-(3-((2-chloro-6-formyl-7H-pyrrolo[2,3-d]pyrimidin-7-yl)methyl)pyrazin-2-yl)-N-methyl-methanesulfonamide ClC=1N=CC2=C(N1)N(C(=C2)C=O)CC=2C(=NC=CN2)N(S(=O)(=O)C)C